(2S,5R)-5-benzyloxypiperidine C(C1=CC=CC=C1)O[C@@H]1CCCNC1